ethyl 2,4,6-trimethylbenzylphenylphosphinate CC1=C(CP(OCC)(=O)C2=CC=CC=C2)C(=CC(=C1)C)C